ClC1=C(C=2N=C(N=C(C2C=N1)N1C[C@@H]([C@@H](CC1)F)O)OC[C@]12CCCN2C[C@@H](C1)F)F |&1:13,14| rac-(3S,4R)-1-(7-Chloro-8-fluoro-2-(((2R,7aS)-2-fluorotetrahydro-1H-pyrrolizin-7a(5H)-yl)methoxy)pyrido[4,3-d]pyrimidin-4-yl)-4-fluoropiperidin-3-ol